C(C)(C)(C)OC(=O)N1[C@@H](CN([C@H](C1)CC)C=1C=2N(N(C(C1)=O)C)C=C(N2)CCl)CC (2R,5S)-4-(2-(chloromethyl)-5-methyl-6-oxo-5,6-dihydroimidazo[1,2-b]pyridazin-8-yl)-2,5-diethylpiperazine-1-carboxylic acid tert-butyl ester